4-(aminomethyl)-3-fluoro-2-methyl-N-(4-(4-(trifluoromethyl)piperidin-1-yl)phenyl)aniline NCC1=C(C(=C(NC2=CC=C(C=C2)N2CCC(CC2)C(F)(F)F)C=C1)C)F